1-(2-Methyl-1-(piperidin-4-yl)-1H-indol-4-yl)dihydropyrimidine-2,4(1H,3H)-dione tert-Butyl-4-(4-bromo-2-methyl-1H-indol-1-yl)piperidine-1-carboxylate C(C)(C)(C)OC(=O)N1CCC(CC1)N1C(=CC2=C(C=CC=C12)Br)C.CC=1N(C2=CC=CC(=C2C1)N1C(NC(CC1)=O)=O)C1CCNCC1